Tris(hexafluoroisopropyl)orthoformate FC(C(C(F)(F)F)OC(OC(C(F)(F)F)C(F)(F)F)OC(C(F)(F)F)C(F)(F)F)(F)F